CN(OC)C(C=CC(C(CCC)O)O)=O methyl N-methyl-4,5-dihydroxy-2-octenehydroxamate